N1=C(CC2=CC=CC=C12)C#N 3H-indolenitrile